3-(methoxymethyl)-1-(trifluoromethyl)-1H-pyrazole-5-carboxylic acid ethyl ester C(C)OC(=O)C1=CC(=NN1C(F)(F)F)COC